CP1(CC=CC1)=O 1-methyl-3-phospholene-1-oxide